1-(4-Aminophenyl)-1,2,3,4-tetrahydropyrimidine-2,4-dione NC1=CC=C(C=C1)N1C(NC(C=C1)=O)=O